tert-butyl N-(3-bromo-4-fluoro-phenyl)sulfonylcarbamate BrC=1C=C(C=CC1F)S(=O)(=O)NC(OC(C)(C)C)=O